FC1=C(C=C(C(=C1)F)OCCS(=O)C)N1CCN(CC1)C[C@H]1CN(CCC1)C1=NC=2N(C(=N1)N)N=C(N2)C=2OC=CC2 5-((3S)-3-((4-(2,4-difluoro-5-(2-(methylsulfinyl)ethoxy)phenyl)piperazin-1-yl)methyl)piperidine-1-yl)-2-(furan-2-yl)-[1,2,4]triazolo[1,5-a][1,3,5]triazine-7-amine